C1=C(C=CC2=CC=CC=C12)NC1=CC=C(C=C1)NC1=CC2=CC=CC=C2C=C1 bis(beta-naphthyl)p-phenylenediamine